tetrahydro-1H-pyrrolizine-7a(5H)-carboxylate C1CCN2CCCC12C(=O)[O-]